6-methyl-4-azaspiro[2.5]octane-4-carboxamide CC1CN(C2(CC2)CC1)C(=O)N